4-methyl-6-(tributylstannyl)pyridin-2-amine CC1=CC(=NC(=C1)[Sn](CCCC)(CCCC)CCCC)N